3-(N-(3-chloro-1H-indol-7-yl)sulfamoyl)-N-(4-phenoxyphenethyl)benzamide ClC1=CNC2=C(C=CC=C12)NS(=O)(=O)C=1C=C(C(=O)NCCC2=CC=C(C=C2)OC2=CC=CC=C2)C=CC1